4-((4-((2-(diethylphosphoryl)phenyl)amino)-5-(trifluoromethyl)pyrimidin-2-yl)amino)-N-ethoxybenzamide C(C)P(=O)(CC)C1=C(C=CC=C1)NC1=NC(=NC=C1C(F)(F)F)NC1=CC=C(C(=O)NOCC)C=C1